(S)-4-(2-amino-3-phenylpropionamido)benzoic acid methyl ester hydrochloride Cl.COC(C1=CC=C(C=C1)NC([C@H](CC1=CC=CC=C1)N)=O)=O